OCC1OCC(C1(O)COC)O 2-(hydroxymethyl)-3-(methoxymethyl)tetrahydrofuran-3,4-diol